5-(tert-butyl)-1H-benzo[d]imidazole-2-carbonyl chloride C(C)(C)(C)C1=CC2=C(NC(=N2)C(=O)Cl)C=C1